C(C)C1=CC=C(C=C1)NC=1OC2=C(N1)C=C(C=C2)NC(C2=C(C=CC(=C2)[N+](=O)[O-])Cl)=O N-(2-(4-Ethylphenylamino)benzo[d]oxazol-5-yl)-2-chloro-5-nitrobenzamide